tert-butyl N-[5-[[2-[(2S,5R)-2-[3-chloro-4-(trifluoromethyl)phenyl]-5-methyl-1-piperidyl]-2-oxo-acetyl]amino]-3-methyl-2-pyridyl]carbamate ClC=1C=C(C=CC1C(F)(F)F)[C@H]1N(C[C@@H](CC1)C)C(C(=O)NC=1C=C(C(=NC1)NC(OC(C)(C)C)=O)C)=O